C(CC(=O)O)(=O)O.C(CC(=O)O)(=O)O.B(O)(O)O boric acid bis(malonate)